Tert-butyl 6-(3-cyclopropyl-5-(5-fluoro-2-methylphenyl)-1H-pyrazol-1-yl)-2-azaspiro[3.3]heptane-2-carboxylate C1(CC1)C1=NN(C(=C1)C1=C(C=CC(=C1)F)C)C1CC2(CN(C2)C(=O)OC(C)(C)C)C1